5'-methyl-4-pentyl-3-(pyrimidin-4-yl)-1',2',3',4'-tetrahydro-[1,1'-biphenyl]-2,6-diol CC=1CCCC(C1)C=1C(=C(C(=CC1O)CCCCC)C1=NC=NC=C1)O